N-[4-(4-methylpiperazin-1-yl)phenyl]-5H,6H,7H,8H-pyrido[3,4-d]pyrimidin-2-amine CN1CCN(CC1)C1=CC=C(C=C1)NC=1N=CC2=C(N1)CNCC2